CNC1COCC2=NC(=CC=C21)C(F)(F)F N-methyl-2-(trifluoromethyl)-5,8-dihydro-6H-pyrano[3,4-b]pyridin-5-amine